C1(CC1)NC(C1=C(C=C(C=C1OC)C1=CN=C2N1C=CC(=C2)C(C)(C2OCC2)C)OC(F)F)=O N-cyclopropyl-2-(difluoromethoxy)-6-methoxy-4-[7-[1-methyl-1-(oxetan-2-yl)ethyl]imidazo[1,2-a]pyridin-3-yl]benzamide